3-methyl-6,7-dihydro-5H-thieno[3,2-b]pyran-6-amine CC1=CSC2=C1OCC(C2)N